ClC=1N(C(C=2N(C(=NC2N1)C=1OC=CC1)C)=O)CCC 2-Chloro-8-furan-2-yl-7-methyl-1-propyl-1,7-dihydro-purin-6-one